C1(CCCC1)N(C(=O)OCC=1C(=NOC1C1=CC=C(O[C@@H]2C[C@@](CCC2)(C(=O)OCC)C)C=C1)C)C |r| (±)-Cis-ethyl 3-(4-(4-(((cyclopentyl(methyl)carbamoyl)oxy)methyl)-3-methyl-isoxazol-5-yl)phenoxy)-1-methylcyclohexanecarboxylate